C1(=CCCCC1)CCC1=C(C=C(C=C1)C1=NOC(=N1)[C@H]1N(CCC1)C(=O)OC(C)(C)C)C(F)(F)F tert-butyl (S)-2-(3-(4-(2-(cyclohex-1-en-1-yl)ethyl)-3-(trifluoromethyl)phenyl)-1,2,4-oxadiazol-5-yl)pyrrolidine-1-carboxylate